C1(=CC=BC=C1)C(C(=O)O)(C)C 2-(4-boraphenyl)-2-methylpropionic acid